5,7-dimethoxy-2-phenyl-4H-chromen-4-one COC1=C2C(C=C(OC2=CC(=C1)OC)C1=CC=CC=C1)=O